N-{1-[3-(trifluoromethoxy)phenyl]-1H-indazol-4-yl}benzamide FC(OC=1C=C(C=CC1)N1N=CC2=C(C=CC=C12)NC(C1=CC=CC=C1)=O)(F)F